FC(OC=1C=C(C=CC1F)C=1C=C2C(=NC1)C=NN2C[C@@H]2CC(N(C2)C)=O)F |r| (RS)-4-[[6-[3-(Difluoromethoxy)-4-fluoro-phenyl]pyrazolo[4,3-b]pyridin-1-yl]methyl]-1-methyl-pyrrolidin-2-one